4-(2-Amino-2-methylpropanoyl)-N-(1-(4-(((1R,5S,6s)-6-amino-3-azabicyclo[3.1.0]hex-3-yl)methyl)cyclohex-1-en-1-yl)-2-oxo-1,2-dihydropyrimidin-4-yl)piperazine-1-carboxamide hydrochloride Cl.NC(C(=O)N1CCN(CC1)C(=O)NC1=NC(N(C=C1)C1=CCC(CC1)CN1C[C@@H]2C([C@@H]2C1)N)=O)(C)C